C1(CC1)[C@@H](C)NC=1N=CC2=C(N1)NC=C2C=2C=CC=1N(C2)C(=CN1)F (R)-N-(1-cyclopropylethyl)-5-(3-fluoroimidazo[1,2-a]pyridin-6-yl)-7H-pyrrolo[2,3-d]pyrimidin-2-amine